FC(C(=O)O)(F)F.C(C)(C)C1=CC=C(C=C1)C1(C=CC1)NC (4-isopropylphenyl)-N-methylcyclobut-2-en-1-amine, trifluoroacetate salt